[Cl-].BrC1=CC=C(C=C1)C=1N(C=[N+]2C1C=1NC3=CC=CC=C3C1C=C2)CC2=CC=C(C=C2)C(C)(C)C 1-(4-Bromophenyl)-2-(4-(tert-butyl)benzyl)-2,11-dihydroimidazo[1',5':1,2]pyrido[3,4-b]indol-4-ium chloride